5-(4,4,5,5-tetramethyl-1,3,2-dioxaborolan-2-yl)-2-(trifluoromethyl)aniline CC1(OB(OC1(C)C)C=1C=CC(=C(N)C1)C(F)(F)F)C